ethyl propionimidate C(CC)(OCC)=N